COC1=C(C=NC(=C1)C(F)(F)F)[C@H]1[C@H](O[C@@]([C@H]1C)(C(F)(F)F)C)C(=O)NC1=CC(=NC=C1)C(=O)N (2S,3S,4S,5S)-4-[[3-[4-methoxy-6-(trifluoromethyl)-3-pyridinyl]-4,5-dimethyl-5-(trifluoromethyl)tetrahydrofuran-2-carbonyl]amino]pyridine-2-carboxamide